9-Morpholinopyrido[2,3-b]phenazin-5,12-dion O1CCN(CC1)C1=CC=C2N=C3C(C4=C(C(C3=NC2=C1)=O)N=CC=C4)=O